di(2-pentyl) phenyl phosphate P(=O)(OC(C)CCC)(OC(C)CCC)OC1=CC=CC=C1